2-formylphenyl-boric acid C(=O)C1=C(C=CC=C1)OB(O)O